2-(1-acryloylpiperidine-4-yl)-4-(4-phenoxyphenyl)oxazole-5-carboxamide C(C=C)(=O)N1CCC(CC1)C=1OC(=C(N1)C1=CC=C(C=C1)OC1=CC=CC=C1)C(=O)N